CNC1=CC=C(C=C1)C1=CC=CC=C1 N-methyl-[1,1'-biphenyl]-4-amine